COC(=O)C=1C=C(C2=C(N(C(=N2)CN2CCC(CC2)C2=NC(=CC=C2)OCC2=CC=C(C=3C=COC32)Cl)CC3=CN=CN3CC)C1)C methyl-2-((4-(6-((4-Chlorobenzofuran-7-yl)methoxy)pyridin-2-yl)piperidin-1-yl)methyl)-1-((1-ethyl-1H-imidazol-5-yl)methyl)-1H-Benzo[d]imidazole-6-carboxylic acid methyl ester